C1(=CC=CC=C1)C(C(=O)ONC(OCC(Cl)(Cl)Cl)=O)CCC 2,2,2-trichloroethyl ((2-phenylpentanoyl)oxy)carbamate